N=1C=NN2C=NC(=CC21)OC2=C(C=C(C=C2)NC2=NC=NN1C2=C(C=C1)C1CN(C1)C(=O)OC(C)(C)C)C tert-butyl 3-(4-((4-([1,2,4]triazolo[1,5-c]pyrimidin-7-yloxy)-3-methylphenyl)amino)pyrrolo[2,1-f][1,2,4]triazin-5-yl)azetidine-1-carboxylate